C1(=CC=CC=C1)P(=O)(OC1=CC(N(C(=C1)C(CC)CC)C)=O)C1=CC=CC=C1 4-diphenylphosphinyloxy-1-methyl-6-(pent-3-yl)pyridin-2-one